N=1NN=NC1NC(CNC(CNC(CN1N=C(C=2C(=CC=CC12)C1=C(C=C2C=NN(C2=C1)C)F)C)=O)=O)=O N-(2-((2H-tetrazol-5-yl)amino)-2-oxoethyl)-2-(2-(5'-fluoro-1',3-dimethyl-1H,1'H-[4,6'-biindazol]-1-yl)acetamido)acetamide